C(C1=CC=CC=C1)(=O)NC[C@H](C(=O)OC)C(C)=C=O |r| racemic-methyl 2-benzoylaminomethyl-3-carbonylbutyrate